FC1(C(C2=C(C(=C=C=C12)OC=1C=C(C(=O)N)C=C(C1)F)C=O)O)F 3-(8,8-difluoro-5-formyl-7-hydroxybicyclo[4.2.0]oct-1,3,5-triene-2-enyloxy)-5-fluorobenzamide